valineamide N[C@@H](C(C)C)C(=O)N